3-(4-(1,4-dimethyl-1H-imidazol-2-yl)benzyl)-5-(2-isopropylphenyl)-1-methyl-1H-pyrazolo[4,3-d]pyrimidine CN1C(=NC(=C1)C)C1=CC=C(CC2=NN(C3=C2N=C(N=C3)C3=C(C=CC=C3)C(C)C)C)C=C1